phenylnaphthalamine C1(=CC=CC=C1)C1=C(C2=CC=CC=C2C=C1)N